N1=C([N+](=C(C=C1)N)[O-])N pyrimidine-2,4-diamine 3-oxide